O=C1NN=C(C=C1C(=O)OCC)C1=CC=C(C=C1)OC(F)(F)F Ethyl 3-oxo-6-[4-(trifluoromethoxy) phenyl]-2,3-dihydropyridazine-4-carboxylate